methyl 7-bromo-2-chloro-1H-benzo[d]imidazole-4-carboxylate BrC1=CC=C(C2=C1NC(=N2)Cl)C(=O)OC